6-(4,4,5,5-tetramethyl-1,3,2-dioxaborolan-2-yl)pyrazolo[1,5-a]pyridine-3-carbonitrile CC1(OB(OC1(C)C)C=1C=CC=2N(C1)N=CC2C#N)C